N-((1-Methylpiperidin-4-yl)methyl)-2'-(5-phenyl-1H-imidazol-2-yl)-3,4'-bipyridin-5-amine trifluoroacetate salt FC(C(=O)O)(F)F.CN1CCC(CC1)CNC=1C=C(C=NC1)C1=CC(=NC=C1)C=1NC(=CN1)C1=CC=CC=C1